tris-(hydroxymethyl)methylamine hydroxide [OH-].OCC(N)(CO)CO